O=C1N(CC2=C3C(=CC=C12)C1(CCN(CC1)C1CCC2(CNC2)CC1)CO3)[C@@H]3C(NC(CC3)=O)=O (S)-3-(6-oxo-1'-(2-azaspiro[3.5]nonan-7-yl)-6,8-dihydro-2H,7H-spiro[furo[2,3-e]isoindole-3,4'-piperidin]-7-yl)piperidine-2,6-dione